[(2R,4S)-4-[tert-Butyl(diphenyl)silyl]oxy-1-methyl-pyrrolidin-2-yl]methanol [Si](C1=CC=CC=C1)(C1=CC=CC=C1)(C(C)(C)C)O[C@H]1C[C@@H](N(C1)C)CO